4-(1H-imidazol-1-yl)-2-methylbenzaldehyde N1(C=NC=C1)C1=CC(=C(C=O)C=C1)C